BrC1=CC=C2C(=N1)N(C=C2)CC2=C(C=C(C#N)C=C2)F 4-((6-bromo-1H-pyrrolo[2,3-b]pyridin-1-yl)methyl)-3-fluorobenzonitrile